FC1=CC=C(C=C1)NC(N([C@H](C)C1=NNC(C2=CC=CC=C12)=O)CC(C)C)=O |r| Racemic-3-(4-fluorophenyl)-1-isobutyl-1-(1-(4-oxo-3,4-dihydrophthalazin-1-yl)ethyl)urea